P(=O)(OCC(CCCC)CC)([O-])[O-] 2-ethylhexyl Phosphate